1-[5-(2-fluoropyridin-3-yl)-1-(pyridin-3-ylsulfonyl)-1H-pyrrol-3-yl]-N-methylmethanamine FC1=NC=CC=C1C1=CC(=CN1S(=O)(=O)C=1C=NC=CC1)CNC